7-oxo-6-phenethyl-6,7-dihydro-5H-pyrrolo[3,4-b]Pyridine-2-carboxylic acid methyl ester COC(=O)C1=CC=C2C(=N1)C(N(C2)CCC2=CC=CC=C2)=O